ClC1=CC=C2C(=CC(=NC2=C1)C=1C=C(C(=O)O)C=CC1)C1=CC=NN1 3-(7-Chloro-4-(1H-Pyrazol-5-Yl)Quinolin-2-Yl)Benzoic Acid